((4-methoxybenzyl)oxy)-2-(methylsulfonyl)-[1,2,4]triazolo[1,5-a]pyrimidine COC1=CC=C(COC2=NC=3N(C=C2)N=C(N3)S(=O)(=O)C)C=C1